N-[2-(7-nitro-1H-indol-3-yl)ethyl]acetamide [N+](=O)([O-])C=1C=CC=C2C(=CNC12)CCNC(C)=O